tert-Butyl 3-[4-[[(1S,2R)-2-(3-benzyloxycyclobutyl)cyclopropyl]methoxy]butoxy]azetidine-1-carboxylate C(C1=CC=CC=C1)OC1CC(C1)[C@@H]1[C@H](C1)COCCCCOC1CN(C1)C(=O)OC(C)(C)C